FS(C=1C=C(C=C(C1)C(F)(F)F)C1=NN(C=N1)\C=C/C(=O)N(N)C(=O)C1CC1)(F)(F)(F)F (Z)-N-(3-(3-(3-(pentafluorosulfaneyl)-5-(trifluoromethyl)phenyl)-1H-1,2,4-triazol-1-yl)acryloyl)cyclopropanecarbohydrazide